2-chloro-3-methylthiazol-3-ium trifluoromethanesulfonate FC(S(=O)(=O)[O-])(F)F.ClC=1SC=C[N+]1C